NC1=NC=NN2C1=CC=C2[C@H]2[C@@H]([C@@H]([C@@](O2)(C#N)COP(=O)(OC2=CC=CC=C2)N[C@H](C)C(=O)O[C@@H]2CC[C@H](CC2)C(F)(F)F)O)O Trans-4-(trifluoromethyl)cyclohexyl ((((2R,3S,4R,5S)-5-(4-aminopyrrolo[2,1-f][1,2,4]triazin-7-yl)-2-cyano-3,4-dihydroxytetrahydrofuran-2-yl)methoxy)(phenoxy)phosphoryl)-D-alaninate